FC1=CC=C(C=C1)CO (4-fluoro-phenyl)methanol